NC=1C(=NC(=C(N1)F)C1=CC=C(C=C1)N1[C@@H](CN(CC1)C(C)C)C)C=1C=C2CCNC(C2=CC1)=O (R)-6-(3-amino-5-fluoro-6-(4-(4-isopropyl-2-methylpiperazin-1-yl)phenyl)pyrazin-2-yl)-3,4-dihydroisoquinolin-1(2H)-one